4-methyl-2,6-dioxo-2,3-dihydropyrimidine-1(6H)-carboxylic acid 1-chloroethyl ester ClC(C)OC(=O)N1C(NC(=CC1=O)C)=O